5-(4-(3-amino-5-ethynylpyridin-4-yl)-2-chloro-5-fluorobenzamido)-3-chloro-N-(2,2,2-trifluoroethyl)picolinamide NC=1C=NC=C(C1C1=CC(=C(C(=O)NC=2C=C(C(=NC2)C(=O)NCC(F)(F)F)Cl)C=C1F)Cl)C#C